C(C)(C)(C)C1=CC=C(C=2C(N=C3N(C12)C1=CC(=CC=C1C3(C)C)C3CCN(CC3)C(=O)C=3C=NN1C3N=CC=C1)=O)Cl tert-butyl-4-chloro-7,7-dimethyl-10-(1-(pyrazolo[1,5-a]pyrimidine-3-carbonyl)piperidin-4-yl)indolo[1,2-a]quinazolin-5(7H)-one